2-{[3-(4-fluorophenyl)-5-methyl-1,2-oxazol-4-yl]methoxy}-5,6,7,8-tetrahydro-1,6-naphthyridine-6-carboxylic acid tert-butyl ester C(C)(C)(C)OC(=O)N1CC=2C=CC(=NC2CC1)OCC=1C(=NOC1C)C1=CC=C(C=C1)F